4-hydroxy-3-(2-methyl-1H-benzimidazol-5-yl)benzamide OC1=C(C=C(C(=O)N)C=C1)C1=CC2=C(NC(=N2)C)C=C1